COCCOC1=C2C=CC=NC2=CC(=N1)C1=CC=C(N(C)C)C=C1 4-[5-(2-methoxyethoxy)-1,6-naphthyridin-7-yl]-N,N-dimethyl-aniline